methoxy-7,7-dimethyl-10-methylenebicyclo[4.3.1]decane COC12CCCCC(C(CC1)(C)C)C2=C